3-Bromo-5-fluoro-phenylalanine BrC=1C=C(C[C@H](N)C(=O)O)C=C(C1)F